C1(CC2C(CC1)O2)C(=O)OC methyl (3,4-epoxy-cyclohexyl)carboxylate